C12=C(CCCC1)C(NC2=O)=O 1-cyclohexene-1,2-dicarboximide